methyl 8-chloro-2-oxo-1,2-dihydro-1,7-naphthyridine-3-carboxylate ClC=1N=CC=C2C=C(C(NC12)=O)C(=O)OC